(S)-3-(6,8-dimethylimidazo[1,2-a]pyrazin-2-yl)-7-(3-methylpiperazin-1-yl)-2H-chromen-2-one CC=1N=C(C=2N(C1)C=C(N2)C=2C(OC1=CC(=CC=C1C2)N2C[C@@H](NCC2)C)=O)C